cyclohexyl-n-butyldimethoxysilane C1(CCCCC1)[Si](OC)(OC)CCCC